SC1=CC(=C(C(=C1)C(C)(C)C)O)C 4-mercapto-2-methyl-6-t-butylphenol